ClC1=C(C(=C(C=C1OC)OC)Cl)C1CCC=2C(=NNC2C1)NC(C=C)=O N-(6-(2,6-dichloro-3,5-dimethoxyphenyl)-4,5,6,7-tetrahydro-1H-indazol-3-yl)acrylamide